C(C1=CC=CC=C1)OC(=O)N1CCC(=CC1)OC1CCC2(CN(C2)C(=O)OC(C)(C)C)CC1 tert-butyl 7-({1-[(benzyloxy)carbonyl]-3,6-dihydro-2H-pyridin-4-yl}oxy)-2-azaspiro[3.5]nonane-2-carboxylate